benzyl (2S,4R)-2-(hydroxymethyl)-4-(4-(trifluoromethyl) phenoxy)pyrrolidine-1-carboxylate OC[C@H]1N(C[C@@H](C1)OC1=CC=C(C=C1)C(F)(F)F)C(=O)OCC1=CC=CC=C1